C(CCCCCCCCCCCCCCCCCCCCC)(=O)OCCCCCCCCCCCCCCCCCC n-octadecyl docosanoate